N-[(2,3-diethoxyphenyl)methyl]-1-[2-(1-piperidinyl)-4-pyridinyl]methylamine C(C)OC1=C(C=CC=C1OCC)CNCC1=CC(=NC=C1)N1CCCCC1